(R)-N-[(1S)-1-[4-bromo-2-(methoxymethoxy)phenyl]ethyl]-2-methyl-propane-2-sulfinamide BrC1=CC(=C(C=C1)[C@H](C)N[S@](=O)C(C)(C)C)OCOC